1-(4-(2-azidoethoxy)phenoxy)-6-(benzyloxy)-2-(4-(methylsulfonyl)phenyl)naphthalene N(=[N+]=[N-])CCOC1=CC=C(OC2=C(C=CC3=CC(=CC=C23)OCC2=CC=CC=C2)C2=CC=C(C=C2)S(=O)(=O)C)C=C1